FC1=CC=C(C=C1)C1(CCN(CC1)C1=NC2=CC=CC=C2N=C1)O 4-(4-fluorophenyl)-1-(quinoxalin-2-yl)piperidin-4-ol